O=C(CCNCC(=O)O)NC(C1=CC=CC=C1)(C1=CC=CC=C1)C1=CC=CC=C1 (3-oxo-3-(tritylamino)propyl)glycine